3-methyl-5-(((trifluoromethyl)sulfonyl)oxy)-5',6'-dihydro-[2,3'-bipyridine]-1'(4'H)-carboxylic acid tert-butyl ester C(C)(C)(C)OC(=O)N1C=C(CCC1)C1=NC=C(C=C1C)OS(=O)(=O)C(F)(F)F